BrC1=CC(=C(C(=C1)F)OC1=NSC(=C1C(N)=O)NC=1C=NN(C1)CCN1CCNCC1)F 4-(2-(4-((3-((4-bromo-2,6-difluorophenyl)oxy)-4-carbamoylisothiazol-5-yl)amino)-1H-pyrazol-1-yl)ethyl)piperazine